arachidoyl chloride C(CCCCCCCCCCCCCCCCCCC)(=O)Cl